N1=CC=CC2=CC=CC(=C12)NC(C1=NC=CC(=C1)N1CC2(COC2)C1)=O N-(quinolin-8-yl)-4-(2-oxa-6-azaspiro[3.3]heptan-6-yl)picolinamide